ClC=1C=C(C=C(C1)Cl)S(=O)(=O)NC1=CC=C(C=C1)S(NC1=C(C=CC=C1)OC(F)(F)F)(=O)=O 3,5-dichloro-N-(4-(N-(2-trifluoromethoxyphenyl)sulfamoyl)phenyl)benzenesulfonamide